2-(4-aminopiperidin-1-yl)-5-(3-(benzyloxy)-4-methoxyphenyl)pyridine NC1CCN(CC1)C1=NC=C(C=C1)C1=CC(=C(C=C1)OC)OCC1=CC=CC=C1